5-amino-3-(2-(4-(2,4-difluoro-5-(2-(methyl-sulfonyl)ethoxy)phenyl)piperazin-1-yl)ethyl)-8-(furan-2-yl)thiazolo[5,4-e][1,2,4]triazolo[1,5-c]pyrimidin-2(3H)-one NC1=NC2=C(C=3N1N=C(N3)C=3OC=CC3)SC(N2CCN2CCN(CC2)C2=C(C=C(C(=C2)OCCS(=O)(=O)C)F)F)=O